C1C(CC2=CC=CC=C12)NC(=O)C1=CC=NC=2N1N=C(C2C(=O)N)CSC N7-indan-2-yl-2-(methylsulfanylmethyl)pyrazolo[1,5-a]pyrimidine-3,7-dicarboxamide